CC1(CCC=2C(=NNC2C1)C=1NC2=CC(=C(C=C2C1)F)C(=O)N1CCNCC1)C (2-(6,6-dimethyl-4,5,6,7-tetrahydro-1H-indazol-3-yl)-5-fluoro-1H-indol-6-yl)(piperazin-1-yl)methanone